FC1=C2C=CNC2=C(C=C1F)CC(C(=O)N(C)OC)NC(OC(C)(C)C)=O tert-butyl (3-(4,5-difluoro-1H-indol-7-yl)-1-(methoxy(methyl)amino)-1-oxopropan-2-yl)carbamate